(2s)-2-(3,5-bis(trifluoromethyl)phenoxy)-N-((4-bromo-3-methoxyphenyl)carbamoyl)acetamide Tert-butyl-dodecane-7-carboxylate C(C)(C)(C)OC(=O)C(CCCCCC)CCCCC.FC(C=1C=C(OCC(=O)NC(NC2=CC(=C(C=C2)Br)OC)=O)C=C(C1)C(F)(F)F)(F)F